(2R,3S,4S,5R)-N-(2-(Amino(methyl)phosphoryl)pyridin-4-yl)-3-(3,4-difluoro-2-methoxyphenyl)-4,5-dimethyl-5-(trifluoromethyl)tetrahydrofuran-2-carboxamide NP(=O)(C)C1=NC=CC(=C1)NC(=O)[C@@H]1O[C@]([C@H]([C@H]1C1=C(C(=C(C=C1)F)F)OC)C)(C(F)(F)F)C